COC1=C(C=CC=C1C(=O)O)C1=CC(=CC=C1)[N+](=O)[O-] methoxy-3'-nitrobiphenyl-3-carboxylic acid